2,6-bis-benzyloxy-3-(1-phenyl-piperidin-4-yloxy)-pyridine C(C1=CC=CC=C1)OC1=NC(=CC=C1OC1CCN(CC1)C1=CC=CC=C1)OCC1=CC=CC=C1